C(C)(C)(C)OC(=O)N1C2CN(CC1C2)C=2C=CC=C1C(=CN=CC21)N2C(N(C(CC2)=O)CC2=CC=C(C=C2)OC)=O 3-[4-[3-[(4-methoxyphenyl)methyl]-2,4-dioxo-hexahydropyrimidin-1-yl]-8-isoquinolinyl]-3,6-diazabicyclo[3.1.1]heptane-6-carboxylic acid tert-butyl ester